6-(3-Fluoro-4-((4-(pyrrolidin-1-yl)piperidin-1-yl)methyl)phenyl)-1,4-dimethyl-2-(4-(methylsulfonyl)phenyl)-1H-benzo[d]imidazol FC=1C=C(C=CC1CN1CCC(CC1)N1CCCC1)C=1C=C(C2=C(N(C(=N2)C2=CC=C(C=C2)S(=O)(=O)C)C)C1)C